N[C@@H]1CN(C[C@@H]1OC1=NC=CC=C1)C1=CC=C(C=N1)C=1C=2N(C=C(C1)OCC)N=CC2C#N 4-(6-((3R,4S)-3-amino-4-(pyridin-2-yloxy)pyrrolidin-1-yl)pyridin-3-yl)-6-ethoxypyrazolo[1,5-a]pyridine-3-carbonitrile